ClC1=NC2=C3C(=CC=C2C=C1C)C=CC=C3 2-chloro-3-methylbenzo[h]quinoline